methyl 5-{[(2S)-1-[(2S,4R)-4-hydroxy-2-{[(1S)-1-[4-(4-methyl-1,3-thiazol-5-yl)phenyl]ethyl]carbamoyl} pyrrolidin-1-yl]-3,3-dimethyl-1-oxobutan-2-yl]carbamoyl}pentanoate O[C@@H]1C[C@H](N(C1)C([C@H](C(C)(C)C)NC(=O)CCCCC(=O)OC)=O)C(N[C@@H](C)C1=CC=C(C=C1)C1=C(N=CS1)C)=O